S-((5-(((tert-butyldimethylsilyl)oxy)methyl)-4-methyloxazol-2-yl)methyl) ethanethioate C(C)(SCC=1OC(=C(N1)C)CO[Si](C)(C)C(C)(C)C)=O